Diethylfluoro-malonate C(C)OC(C(C(=O)OCC)F)=O